(Z)-1-(2,4-dichlorophenyl)-2-((4-fluoro-1-methyl-3-(trifluoromethyl)-1H-pyrazol-5-yl)oxy)ethan-1-one-O-isobutyloxime C(C(C)C)O\N=C(/COC1=C(C(=NN1C)C(F)(F)F)F)\C1=C(C=C(C=C1)Cl)Cl